COC(=O)C1(CC2(COC2)C1)C1=CC(=CC=C1)Br 6-(3-bromophenyl)-2-oxaspiro[3.3]heptane-6-carboxylic acid methyl ester